(E)-6-(3-(2-(5-cyclopropyl-3-(3,5-dichloropyridin-4-yl)isoxazol-4-yl)vinyl)azetidin-1-yl)quinoxaline-2-carboxylic acid C1(CC1)C1=C(C(=NO1)C1=C(C=NC=C1Cl)Cl)/C=C/C1CN(C1)C=1C=C2N=CC(=NC2=CC1)C(=O)O